3-(2,5-dimethoxyphenyl)-3-hydroxy-2-methylazetidine-1-carboxylate COC1=C(C=C(C=C1)OC)C1(C(N(C1)C(=O)[O-])C)O